N-((7-Fluoro-1-(2-hydroxyethyl)-1H-pyrrolo[3,2-c]pyridin-6-yl)methyl)-1-(4-((2-oxopyridin-1(2H)-yl)methyl)benzyl)-1H-pyrazole-4-carboxamide FC=1C2=C(C=NC1CNC(=O)C=1C=NN(C1)CC1=CC=C(C=C1)CN1C(C=CC=C1)=O)C=CN2CCO